CC(=O)CC(=O)CCC1=CC=C(C=C1)NC(=O)CCCC(=O)O The molecule is a carbamoyl derivative of butyric acid which includes a 1,3-diketone functionality. It has a role as a hapten. It derives from a butyric acid.